N1C(=CC2=CC=CC=C12)C(=O)N1CC2(CCC2)C[C@H]1C(=O)N[C@H](C(=O)OC)C[C@H]1C(NCC1)=O (S)-methyl 2-((S)-6-(1H-indole-2-carbonyl)-6-azaspiro[3.4]octane-7-carboxamido)-3-((S)-2-oxopyrrolidin-3-yl)propanoate